5-[3-(2-fluoroprop-2-enamido)phenyl]-N-methyl-1H-pyrazolo[3,4-c]pyridine-3-carboxamide FC(C(=O)NC=1C=C(C=CC1)C=1C=C2C(=CN1)NN=C2C(=O)NC)=C